5-chloro-11-cyclopropyl-4-fluoro-2-(((2R,7aS)-2-fluorotetrahydro-1H-pyrrolizin-7a(5H)-yl)methoxy)-8,9,10,11-tetrahydro-7-oxa-1,3,6,11-tetraazacycloocta[de]naphthalene ClC1=C(C=2N=C(N=C3C2C(=N1)OCCCN3C3CC3)OC[C@]31CCCN1C[C@@H](C3)F)F